ClC1=CC=C(C=C1)[C@@]1(N(C(C2=CC(=CC(=C12)F)C(=O)C=1C=NN(C1)C)=O)CC1=NC=C(C=C1)C)OCC1(CC1)O (R)-3-(4-chlorophenyl)-4-fluoro-3-((1-hydroxycyclopropyl)methoxy)-6-(1-methyl-1H-pyrazole-4-carbonyl)-2-((5-methylpyridin-2-yl)methyl)isoindolin-1-one